3-(5-((8-aminooctyl)amino)-2-methyl-4-oxoquinazolin-3(4H)-yl)piperidine NCCCCCCCCNC1=C2C(N(C(=NC2=CC=C1)C)C1CNCCC1)=O